Cl.CNC(=O)C=1C=CC2=C(OC[C@H]3N2CCNC3)N1 (l)-N-Methyl-1,2,3,4,4a,5-hexahydropyrazino[1,2-d]pyrido[2,3-b][1,4]oxazine-8-carboxamide hydrochloride